COC1=C(OC(=C1OC)C(=O)O)C(=O)O 3,4-dimethoxy-2,5-furandicarboxylic acid